C(C)(C)(C)OC(NC1=C(C=C(C(=C1)N1CCC(CC1)N1CCOCC1)C)N)=O tert-butyl(2-amino-4-methyl-5-(4-morpholinopiperidin-1-yl)phenyl)carbamate